ClCCCC(C(=O)O)CC=1C=NC(=CC1)F 5-chloro-2-((6-fluoropyridin-3-yl)methyl)pentanoic acid